FC1C(NC(C2=CC=CC=C12)=O)=O 4-fluoro-1,3-dioxoisoquinoline